O1CC[C@H]2CN(CC[C@@H]21)C=2OC1=C(C=C(C=C1C(C2)=O)C)C(C)NC2=C(C(=O)O)C=CC=C2 2-[1-[2-[(3aS,7aS)-3,3a,4,6,7,7a-Hexahydro-2H-furo[3,2-c]pyridin-5-yl]-6-methyl-4-oxo-chromen-8-yl]ethylamino]benzoic acid